C(C)(C)(C)N1C(CC1)COC=1N=C(C2=C(N1)C(=C(N=C2)C2=CC=CC1=CC=CC(=C21)Cl)F)N2C[C@@H](N(CC2)C(=O)OC(C)(C)C)CC#N tert-butyl (2S)-4-[2-[(1-tert-butylazetidin-2-yl)methoxy]-7-(8-chloro-1-naphthyl)-8-fluoro-pyrido[4,3-d]pyrimidin-4-yl]-2-(cyanomethyl)piperazine-1-carboxylate